C(C)(C)(CC)C1=C(C(=CC(=C1)C(C)(C)CC)C(C)C1=C(C(=CC(=C1)C(C)(C)CC)C(C)(C)CC)O)C(C(=O)OCC12CCC(CC1)(CC2)C2=NOC(=N2)C(C)(F)F)=C (4-(5-(1,1-difluoroethyl)-1,2,4-oxadiazol-3-yl)bicyclo[2.2.2]octan-1-yl)methanol 2,4-di-t-amyl-6-(1-(3,5-di-t-amyl-2-hydroxyphenyl)ethyl)phenyl-acrylate